NC=1C=C(C=CC1C)C1=CC=C(C=C1)OCC(=O)N1CCN(CC1)C 2-((3'-Amino-4'-methyl-[1,1'-biphenyl]-4-yl)oxy)-1-(4-methylpiperazin-1-yl)ethan-1-one